ethyl ethyl sulfate S(=O)(=O)(OCC)OCC